3-[trans-4-(4-methyl-5-{(1R)-1-[3-(propan-2-yl)phenoxy]ethyl}-4H-1,2,4-triazol-3-yl)cyclohexyl]-1-oxa-2,8-diazaspiro[4.5]dec-2-ene CN1C(=NN=C1[C@@H](C)OC1=CC(=CC=C1)C(C)C)[C@@H]1CC[C@H](CC1)C1=NOC2(C1)CCNCC2